(S)-N-(1-(4-(benzylthio)phenylamino)-1-oxo-3-phenylpropan-2-yl)nicotinamide C(C1=CC=CC=C1)SC1=CC=C(C=C1)NC([C@H](CC1=CC=CC=C1)NC(C1=CN=CC=C1)=O)=O